methyl (1R,2S,4R,5R)-4-amino-6-(trimethylsilyl)bicyclo[3.1.0]hexane-2-carboxylate hydrochloride Cl.N[C@@H]1C[C@@H]([C@H]2C([C@@H]12)[Si](C)(C)C)C(=O)OC